(R)-naphthylethylamine C[C@H](C1=CC=CC2=CC=CC=C21)N